O=C1N[C@H]2[C@H](OC1)CCN(C2)C(=O)OC(C)(C)C (+)-tert-butyl trans-3-oxo-4,4a,5,7,8,8a-hexahydropyrido[4,3-b][1,4]oxazine-6-carboxylate